N1=CC=CC2=C(C=NC=C12)N1C[C@@H](OCC1)C(=O)N1[C@H](C2=C(C=C(C=C2CC1)Cl)Cl)C ((R)-4-(1,7-naphthyridin-5-yl)morpholin-2-yl)((S)-6,8-dichloro-1-methyl-3,4-dihydroisoquinolin-2(1H)-yl)methanone